(R)-N-((1E,2E)-5-((tert-Butyldiphenylsilyl)oxy)pent-2-en-1-ylidene)-2-methylpropane-2-sulfinamide [Si](C1=CC=CC=C1)(C1=CC=CC=C1)(C(C)(C)C)OCC/C=C/C=N/[S@](=O)C(C)(C)C